(benzenesulfonyl)-5-chloro-4-iodo-indole C1(=CC=CC=C1)S(=O)(=O)C=1NC2=CC=C(C(=C2C1)I)Cl